5-{6-chloro-4-methoxypyrido[2,3-d]pyrimidin-2-yl}-6-(methoxymethoxy)-2-methylindazole ClC1=CC2=C(N=C(N=C2OC)C2=CC3=CN(N=C3C=C2OCOC)C)N=C1